C(C1=CC=CC=C1)N1[C@H](CN(C[C@H]1C)CC1=CC=CC=C1)CO ((cis)-1,4-dibenzyl-6-methylpiperazin-2-yl)methanol